NC=1C=C(C=CC1N)S(=O)(=O)C1=CC(=C(C=C1)N)N bis(3,4-diaminophenyl) sulfone